racemic-3-cyanohexanenitrile C(#N)[C@@H](CC#N)CCC |r|